C(C)(C)(C)OC(NN1CCC2(CC1)CNC1=CC=CC=C12)=O spiro[indoline-3,4'-piperidine]-1'-carbamic acid tert-butyl ester